C(C)(=O)O[C@@H](COC1=CC=C(C=C1)S(=O)(=O)C1=CC(=C(C(=C1)Cl)OCCCCl)Cl)CS(=O)(=O)CC (S)-1-(4-((3,5-dichloro-4-(3-chloropropoxy)phenyl)sulfonyl)phenoxy)-3-(ethylsulfonyl)propan-2-yl acetate